ClC1=NC=C(C(=C1)Cl)COCC 2,4-dichloro-5-(ethoxymethyl)pyridine